(5β,6α,7α)-6-ethyl-7-hydroxy-3-oxo-cholan-24-oic acid C(C)[C@H]1[C@H]([C@H]2[C@@H]3CC[C@H]([C@@H](CCC(=O)O)C)[C@]3(CC[C@@H]2[C@]2(CCC(C[C@@H]12)=O)C)C)O